(S)-S-(pyrrolidin-3-yl) ethanethioate C(C)(S[C@@H]1CNCC1)=O